ClC(CCCO)C(CC)Cl 4,5-dichloroheptanol